C(C)N1CCN(CC1)C1=C(C=C(C=C1C)C(=O)N1CCC(CC1)C1=CC=C(C=C1)OC=1N=NC(=CC1)C(F)(F)F)NS(=O)(=O)CC1=CC=CC=C1 N-(2-(4-ethylpiperazin-1-yl)-3-methyl-5-(4-(4-((6-(trifluoromethyl)pyridazin-3-yl)oxy)-phenyl)piperidine-1-carbonyl)phenyl)-1-phenylmethanesulfonamide